NC1=NN2C(C(=CC=C2)C)=C1C(=O)OC methyl amino-4-methyl-pyrazolo[1,5-a]pyridine-3-carboxylate